OC1C(=CC(C(=C1)Cl)O)Cl 1,4-Dihydroxy-2,5-Dichloro-2,5-cyclohexadiene